1,3-dibutylpyrrolidinium triflate [O-]S(=O)(=O)C(F)(F)F.C(CCC)[NH+]1CC(CC1)CCCC